C(C)(C)(C)OC(CN1C[C@@H](CC1)NC(=O)NCCCC[C@H](C(=O)OCC=C)NC(=O)OCC1C2=CC=CC=C2C=2C=CC=CC12)=O prop-2-en-1-yl (2R)-6-({[(3R)-1-[2-(tert-butoxy)-2-oxoethyl]pyrrolidin-3-yl]carbamoyl}amino)-2-({[(9H-fluoren-9-yl)methoxy]carbonyl}amino)hexanoate